C1(CCCC1)NC1=CC=C(C=C1)[C@@H]1N(C[C@@H](C[C@@H]1C(=O)NC1=CC(=C(C=C1)Cl)Cl)C(F)(F)F)C(C1=C(C=CC=C1F)F)=O (2R,3S,5R)-2-(4-(cyclopentylamino)phenyl)-N-(3,4-dichlorophenyl)-1-(2,6-difluorobenzoyl)-5-(trifluoromethyl)piperidine-3-carboxamide